((S)-2-((S)-2-acetamido-3-phenylpropanamido)-6-diazo-5-oxohexanoyl)-L-phenylalanylglycine C(C)(=O)N[C@H](C(=O)N[C@H](C(=O)N[C@@H](CC1=CC=CC=C1)C(=O)NCC(=O)O)CCC(C=[N+]=[N-])=O)CC1=CC=CC=C1